C(CCCCCCCCCCCCCCCCC)(=O)[O-].C(CCCCCCCCCCCCCCCCC)(=O)[O-].[Ca+2] calcium bis-stearate